N1N=C(C=C1)CC=1SC2=C(N(C=3C(N(N=CC32)CC3=CC=C2C(=N3)NC=N2)=O)C)N1 2-((1H-pyrazol-3-yl)methyl)-6-((3H-imidazo[4,5-b]pyridin-5-yl)methyl)-4-methyl-4H-thiazolo[5',4':4,5]pyrrolo[2,3-d]pyridazin-5(6H)-one